CC=1C(=NC=C(C1)[N+](=O)[O-])NC(OC(C)(C)C)=O tert-butyl (3-methyl-5-nitropyridin-2-yl)carbamate